O=C(CCCN1N=C2C(=CC=CC2=C1)C(=O)N)NC1CN(C1)C1=NC=C(C=N1)C(F)(F)F 2-(4-oxo-4-((1-(5-(trifluoromethyl)pyrimidin-2-yl)azetidin-3-yl)amino)butyl)-2H-indazole-7-formamide